OC(C1CCN(CC1)C(=O)OC(C)(C)C)C1=C(NC2=CN=CC=C21)C tert-Butyl 4-(hydroxy(2-methyl-1H-pyrrolo[2,3-c]pyridin-3-yl)methyl)-piperidine-1-carboxylate